5-Chloro-N-(1-((1-methyl-1H-pyrazol-3-yl)sulfonyl)piperidin-4-yl)-4-(1-(2-methyl-4-(((methyl-d3)amino)methyl)phenyl)-1H-pyrazol-4-yl)pyrimidin-2-amine ClC=1C(=NC(=NC1)NC1CCN(CC1)S(=O)(=O)C1=NN(C=C1)C)C=1C=NN(C1)C1=C(C=C(C=C1)CNC([2H])([2H])[2H])C